7-isopropoxyimidazo[1,2-a]Pyridine-6-carboxylic acid isopropyl ester C(C)(C)OC(=O)C=1C(=CC=2N(C1)C=CN2)OC(C)C